6-bromo-4-methoxy-M-methylbenzene-1,2-diamine BrC=1C=C(C(=C(C1N)N)C)OC